ClC=1C=2C(N(C(C2C(CC1)(Cl)NC1=NC=C(C=C1)N1CCC(CC1)O)(C)C)C(=O)[O-])=O 4-chloro-7-((5-(4-hydroxypiperidin-1-yl) pyridin-2-yl) amino)-7-chloro-1,1-dimethyl-3-oxoisoindoline-2-carboxylate